ClC1=NC=C(C(=C1)C1=C(C=NC(=C1)C)C(=O)NC=1SC=2N=C(N=CC2N1)Cl)OC 4-(2-chloro-5-methoxy-4-pyridyl)-N-(5-chlorothiazolo[5,4-d]pyrimidin-2-yl)-6-methyl-pyridine-3-carboxamide